NC1=CC2=C(CCO2)C=C1C(=O)OC methyl 6-amino-2,3-dihydrobenzofuran-5-carboxylate